N=1C=CN2N=C(C=CC21)B(O)O imidazo[1,2-b]pyridazin-6-ylboronic acid